3-(3-(2-cyano-2-(5-(trifluoromethyl)pyridin-2-yl)vinyl)phenoxy)propanoic acid C(#N)C(=CC=1C=C(OCCC(=O)O)C=CC1)C1=NC=C(C=C1)C(F)(F)F